dipropoxytitanium (ethylacetoacetate) C(C)CC(CC(=O)[O-])=O.C(CC)O[Ti+2]OCCC.C(C)CC(CC(=O)[O-])=O